2-phenyl-2-((R)-3-(4-(5,6,7,8-tetrahydro-1,8-naphthyridin-2-yl)piperidine-1-carbonyl)pyrrolidin-1-yl)acetic acid C1(=CC=CC=C1)C(C(=O)O)N1C[C@@H](CC1)C(=O)N1CCC(CC1)C1=NC=2NCCCC2C=C1